C(C1=CC=CC=C1)N1CCN(CC1)CC=1C(=CC(=C2C(C(=COC12)C1=CC=C(C=C1)OC)=O)O)O 8-[(4-benzylpiperazin-1-yl)methyl]-5,7-dihydroxy-3-(4-methoxyphenyl)-4H-chromen-4-one